C(C1=CC=CC=C1)OC(=O)N[C@H]1[C@H](CN(CC1)CC(CCCC(=O)OC)C)OC methyl 6-((3S,4R)-4-(((benzyloxy) carbonyl) amino)-3-methoxypiperidin-1-yl)-5-methylhexanoate